2-(tert-Butoxycarbonyl)-2-azabicyclo[2.2.1]heptane-5-carboxylic acid C(C)(C)(C)OC(=O)N1C2CC(C(C1)C2)C(=O)O